2-(((5-chloro-2-(1H-tetrazol-1-yl) phenyl) amino)-2-oxoacetylamino)-3-(4-(4-(morpholine-4-carbonyl) piperidine-1-carboxamido) phenylpropionamido)-1H-indole-1,2-dicarboxylate ClC=1C=CC(=C(C1)NN(C1(N(C2=CC=CC=C2C1NC(CCC1=CC=C(C=C1)NC(=O)N1CCC(CC1)C(=O)N1CCOCC1)=O)C(=O)[O-])C(=O)[O-])C(C=O)=O)N1N=NN=C1